ClC1=C(C(=C(C=2OC=3C(C21)=C(C(=C(C3[2H])[2H])C3=C(C(=C(C(=C3[2H])[2H])[2H])C3=C(C(=C(C2=C3SC3=C2C(=C(C(=C3C3=C(C(=C(C(=C3[2H])[2H])[2H])[2H])[2H])[2H])[2H])[2H])[2H])[2H])[2H])[2H])[2H])[2H])[2H])[2H] 1-chloro-8-(3-(6-(phenyl-d5)dibenzo[b,d]thiophen-4-yl-1,2,3,7,8,9-d6)phenyl-2,4,5,6-d4)dibenzo[b,d]furan-2,3,4,6,7,9-d6